2-penten-4-ynoic acid C(C=CC#C)(=O)O